1-(4-chlorophenyl)-N-[ethyl(2-methoxyethyl)sulfamoyl]-2,2,2-trifluoro-N-methyl-ethanamine ClC1=CC=C(C=C1)C(C(F)(F)F)N(C)S(N(CCOC)CC)(=O)=O